NC1=NC=CC=C1C1=NC=2C(=NC(=CC2)C2=CC=CC=C2)N1C1=C(C(=C(C=C1)NC(=O)C1CCC(CC1)C(=O)OC)F)C methyl (1r,4r)-4-((4-(2-(2-aminopyridin-3-yl)-5-phenyl-3H-imidazo[4,5-b]pyridin-3-yl)-2-fluoro-3-methylphenyl)carbamoyl)cyclohexane-1-carboxylate